ClC=1C=CC(=C(C1)N1CCN(CC1)C(CCC(C(C)C)=O)=O)C 1-[4-(5-chloro-2-methyl-phenyl)piperazin-1-yl]-5-methyl-hexane-1,4-dione